4,5-bis(aminomethyl)-2-isopropyl-1,3-dioxolane NCC1OC(OC1CN)C(C)C